C(C)(C)(C=1C(=C(C(=CC1)C(C)(C)C)O)C(C)(C)C)C=1C(=C(C(=CC1)C(C)(C)C)O)C(C)(C)C isopropylidenebis(2,6-di-tert-butylphenol)